(R)-(1-(6-(trifluoromethyl)pyridin-3-yl)pyrrolidin-3-yl)methanol FC(C1=CC=C(C=N1)N1C[C@@H](CC1)CO)(F)F